ClC=1C(=NC(=NC1)F)NC=1C=C(C=CC1)N1C(C(CC1)CO)=O 1-(3-((5-chloro-2-fluoropyrimidin-4-yl)amino)phenyl)-3-(hydroxymethyl)pyrrolidin-2-one